CN1N=CC(=C1N1CCOCC1)S(=O)(=O)N1CCC(CC1)C=1C(=CC=2N(C1)N=CN2)C 4-(1-methyl-4-((4-(7-methyl-[1,2,4]triazolo[1,5-a]pyridin-6-yl)piperidin-1-yl)sulfonyl)-1H-pyrazol-5-yl)morpholine